Di-tert-butyl ((5R,6R)-5-(aminomethyl)-3,3-dimethylheptane-1,6-diyl)dicarbamate NC[C@@H](CC(CCNC(OC(C)(C)C)=O)(C)C)[C@@H](C)NC(OC(C)(C)C)=O